3-(5-oxo-4,5-dihydro-1,2,4-oxadiazol-3-yl)benzaldehyde O=C1NC(=NO1)C=1C=C(C=O)C=CC1